OC(C)(C)C=1N=CC(=NC1)N1C(O[C@]2(C1)C[C@@]([C@@H](CC2)OC)(C)CN2C=NC1=C2C=C(C=C1)C#N)=O (((5s,7s,8r)-3-(5-(2-hydroxypropan-2-yl)pyrazin-2-yl)-8-methoxy-7-methyl-2-oxo-1-oxa-3-azaspiro[4.5]decan-7-yl)methyl)-1H-benzo[d]imidazole-6-carbonitrile